Dimethyl 4-hydroxyquinoline-6,7-dicarboxylate OC1=CC=NC2=CC(=C(C=C12)C(=O)OC)C(=O)OC